NC1=NC=C(C=N1)C=1C=C(C=C(C1)N1CCOCC1)S(=O)(=O)C1=CC=C(C=C1)NCC(C)(O)C 1-((4-((3-(2-aminopyrimidin-5-yl)-5-morpholinophenyl)sulfonyl)phenyl)amino)-2-methylpropan-2-ol